8-chloro-N-(1-cyanocyclopropyl)-4-methoxy-2-methylquinazoline-6-sulfonamide ClC=1C=C(C=C2C(=NC(=NC12)C)OC)S(=O)(=O)NC1(CC1)C#N